BrC1=CC=C(C=C1)C=1C2=C(C(=NC1Cl)OC)C1(C(O2)C(C(C1O)CN1CCN(CC1)C)C1=CC=CC=C1)O (4-bromophenyl)-3-chloro-1-methoxy-7-((4-methylpiperazin-1-yl)methyl)-6-phenyl-5a,6,7,8-tetrahydro-8aH-cyclopenta[4,5]furo[3,2-c]pyridine-8,8a-diol